tert-butyl 6-[[5-(trifluoromethyl)-1,2,4-thiadiazol-3-yl] methyl]-2-azaspiro[3.3]heptane-2-carboxylate FC(C1=NC(=NS1)CC1CC2(CN(C2)C(=O)OC(C)(C)C)C1)(F)F